FC(CC1=CC=C2C(=NC=NC2=C1)N1CCC2(CCN(CC2)CC2=CC=C(C=C2)NS(=O)(=O)CC)CC1)(F)F N-[4-({9-[7-(2,2,2-trifluoroethyl)quinazolin-4-yl]-3,9-diazaspiro[5.5]undec-3-yl}methyl)phenyl]ethanesulfonamide